BrC1=CC=C2C(C(=CN(C2=C1)C)CN(CC1=CC(=NC=C1)C)[C@@H]1CN(CCC1)C=1C=NC(=CC1)C)=O 7-bromo-1-methyl-3-({[(3s)-1-(6-methylpyridin-3-yl)piperidin-3-yl][(2-methylpyridin-4-yl)methyl]amino}methyl)-1,4-dihydroquinolin-4-one